NC=1N=CC(=C2C1N(N=C2)C)NC(C(=O)N2C(CC[C@@H](C2)C)C=2C=CC1=C(CC3(CCN(CC3)C)O1)C2)=O N-(7-amino-1-methyl-1H-pyrazolo[3,4-c]pyridin-4-yl)-2-((5S)-5-methyl-2-(1'-methyl-3H-spiro[benzofuran-2,4'-piperidin]-5-yl)piperidin-1-yl)-2-oxoacetamide